Glutamic acid-d6 N([C@@](C(C(C(=O)O)[2H])([2H])[2H])(C(=O)O)[2H])([2H])[2H]